6-(benzo[d][1,3]dioxol-5-yl)-2-methyl-2,3,12,12a-tetrahydropyrazino[1',2':1,6]pyrido[3,4-b]indole O1COC2=C1C=CC(=C2)C=2N1C(CC=3C2N=C2C=CC=CC32)CN(CC1)C